FC1=C(C(=O)N(C2=NC=CC3=CC=CC(=C23)C)[C@H]2CN(CCC2)C(=O)OC(C)(C)C)C=CC(=C1)I tert-butyl (R)-3-(2-fluoro-4-iodo-N-(8-methylisoquinolin-1-yl)benzamido)piperidine-1-carboxylate